6-(5,6-dimethoxy-3-pyridyl)-N-(1-phenylethyl)quinazolin-4-amine COC=1C=C(C=NC1OC)C=1C=C2C(=NC=NC2=CC1)NC(C)C1=CC=CC=C1